COC(=O)C1(CC(N(CC1)C(C1=C(C(=CC=C1)Cl)F)=O)C)CC1=NC(=CC=C1F)NC1=NN(C(=C1)C)C(=O)OC(C)(C)C 4-((6-((1-(tert-butoxycarbonyl)-5-methyl-1H-pyrazol-3-yl)amino)-3-fluoropyridin-2-yl)methyl)-1-(3-chloro-2-fluorobenzoyl)-2-methylpiperidine-4-carboxylic acid methyl ester